(S)-3-(((6-((4-isopropoxyphenyl)(methyl)amino)-1,2,3,4-tetrahydroisoquinolin-1-yl)methyl)amino)isonicotinic acid C(C)(C)OC1=CC=C(C=C1)N(C=1C=C2CCN[C@@H](C2=CC1)CNC1=C(C(=O)O)C=CN=C1)C